tert-butyl 2-(2-(5-(2-(4-(1-(cyclopropanecarbonyl)indolin-5-yl)-5-methylthiazol-2-ylamino)-2-oxoethyl)-2-fluorophenoxy)ethoxy)ethylcarbamate C1(CC1)C(=O)N1CCC2=CC(=CC=C12)C=1N=C(SC1C)NC(CC=1C=CC(=C(OCCOCCNC(OC(C)(C)C)=O)C1)F)=O